NC1=NC=CC(=C1)C[C@@H]1[C@H](N(C1=O)C(=O)N[C@H](C(C)C)C1CCCCC1)C(=O)N(C)C1=NN(C=C1)C (2S,3R)-3-((2-aminopyridin-4-yl)methyl)-N2-(1-methyl-1H-pyrazol-3-yl)-N1-((R)-1-cyclohexyl-2-methylpropyl)-N2-methyl-4-oxoazetidine-1,2-dicarboxamide